1-(4-((2-(3-((2-methoxy-4-(methylsulfonyl)phenyl)amino)prop-1-yn-1-yl)-1-(2,2,2-trifluoroethyl)-1H-indol-4-yl)amino)-2-methylpiperidin-1-yl)ethan-1-one COC1=C(C=CC(=C1)S(=O)(=O)C)NCC#CC=1N(C2=CC=CC(=C2C1)NC1CC(N(CC1)C(C)=O)C)CC(F)(F)F